P(=O)(=O)[C] phosphocarbon